(aminomethyl)-1-(2-hydroxycyclobutyl)-N,N-dimethyl-pyrazole-3-carboxamide NCC=1C(=NN(C1)C1C(CC1)O)C(=O)N(C)C